CC(CCSSCCC(C)C)C bis(3-methylbutyl) disulfide